NC1=C(C=C(C=C1)C1=NOC(N1)=O)N1CCC(CC1)NC(OC(C)(C)C)=O tert-butyl (1-(2-amino-5-(5-oxo-4,5-dihydro-1,2,4-oxadiazol-3-yl)phenyl)piperidin-4-yl)carbamate